OC[C@@]1(COC[C@@H](O1)N1C(N=C(C=C1)NC(C1=CC=CC=C1)=O)=O)CO[Si](C(C)C)(C(C)C)C(C)C N-[1-[(2R,6R)-6-(hydroxymethyl)-6-(triisopropylsilyloxymethyl)-1,4-dioxan-2-yl]-2-oxo-pyrimidin-4-yl]benzamide